dichloromethyl-[(trichlorosilyl)methyl]silane ClC(Cl)[SiH2]C[Si](Cl)(Cl)Cl